N,N-bis(2-formyloxyethyl)2-(4-formyloxybutoxycarbonyl)ethylamine C(=O)OCCN(CCOC=O)CCC(=O)OCCCCOC=O